diphenyl {2,3,4,6-tetra-O-benzoyl-7-O-[bis(phenyloxy)phosphoryl]-D-glycero-α-D-manno-heptopyranosyl} phosphate P(=O)(OC1=CC=CC=C1)(OC1=CC=CC=C1)O[C@@H]1[C@@H](OC(C2=CC=CC=C2)=O)[C@@H](OC(C2=CC=CC=C2)=O)[C@H](OC(C2=CC=CC=C2)=O)[C@H](O1)[C@H](OC(C1=CC=CC=C1)=O)COP(=O)(OC1=CC=CC=C1)OC1=CC=CC=C1